COC(=O)C=1C=CC2=C(N(C(=N2)C2CC23CCN(CC3)C3=NC=C(C(=N3)OCC3=C(C=C(C=C3)Cl)F)F)C[C@H]3OCC3)C1 (6-{4-[(4-chloro-2-fluorobenzyl)oxy]-5-fluoropyrimidin-2-yl}-6-azaspiro[2.5]oct-1-yl)-1-[(2S)-oxetan-2-ylmethyl]-1H-benzimidazole-6-carboxylic acid methyl ester